1,1'-(diselanediylbis(4,1-phenylene))bis(1H-pyrrole-2,5-dione) [Se]([Se]C1=CC=C(C=C1)N1C(C=CC1=O)=O)C1=CC=C(C=C1)N1C(C=CC1=O)=O